2-chloro-4-((6-fluoro-3-(3-hydroxy-3-methylbutyl)-1-methyl-2-oxo-2,3-dihydro-1H-benzo[d]imidazol-5-yl)amino)nicotinonitrile ClC1=C(C#N)C(=CC=N1)NC1=CC2=C(N(C(N2CCC(C)(C)O)=O)C)C=C1F